3-((5-(4-amino-4-methylpiperidin-1-yl)pyrazin-2-yl)thio)-2-chloro-N-(phenylsulfonyl)benzamide NC1(CCN(CC1)C=1N=CC(=NC1)SC=1C(=C(C(=O)NS(=O)(=O)C2=CC=CC=C2)C=CC1)Cl)C